1,2-hexanediol Sodium Hydroxide [OH-].[Na+].C(C(CCCC)O)O